Cl.Cl.NC=1C=C(C=CC1N1CCCCC1)C(=O)N1CCOCC1 (3-amino-4-(piperidin-1-yl)phenyl)(morpholinyl)methanone dihydrochloride